IC=1C=C(C=CC1)NC(C(=O)OC(C)(C)C)(C)C tert-butyl 2-((3-iodophenyl)amino)-2-methylpropionate